2-Chloro-4-(difluoromethyl)-6-(1-methylpyrazol-4-yl)pyrimidine ClC1=NC(=CC(=N1)C(F)F)C=1C=NN(C1)C